NCC1=NNC(C2=CC=C(C=C12)C=1C=NN(C1C1=C(C#N)C(=CC=C1)CCC)C)=O 2-(4-(4-(aminomethyl)-1-oxo-1,2-dihydrophthalazin-6-yl)-1-methyl-1H-pyrazol-5-yl)-6-propylbenzonitrile